ClC=1C=C(C(=O)N2CC=3C(=NN4C3C(N(C[C@H]4C(=O)NC)[C@H](C)C4=CC(=NC=C4)C(F)(F)F)=O)C[C@H]2C)C=CC1Cl |o1:21| (3R,7S)-2-(3,4-Dichlorobenzoyl)-N,3-dimethyl-10-oxo-9-((R*)-1-(2-(trifluoromethyl)pyridin-4-yl)ethyl)-1,2,3,4,7,8,9,10-octahydropyrido[4',3':3,4]pyrazolo[1,5-a]pyrazine-7-carboxamide